Cl.N(C(=N)N)CCCCOC(C1=CC=CC=C1)=O benzoic acid-(4-guanidino)-butyl ester hydrochloride